5-chloro-6-(hydroxymethyl)pyrimidin-4(3H)-one ClC=1C(NC=NC1CO)=O